COC=1C=C(C=C(C1OC)OC)C1=CN=C(S1)N 5-(3,4,5-trimethoxyphenyl)thiazol-2-amine